methyl-2-(((2R,4R)-4-(tert-butyloxycarbonyl)-1-(3-chloro-2-fluorobenzyl)-2-methylpiperidin-4-yl)methyl)-6-chloro-3-fluoroisonicotinic acid CC1=C(N=C(C(=C1C(=O)O)F)C[C@@]1(C[C@H](N(CC1)CC1=C(C(=CC=C1)Cl)F)C)C(=O)OC(C)(C)C)Cl